[Ru].CC1=C(C(=CC(=C1)C)C)N1C(N(CC1)C1=C(C=C(C=C1C)C)C)=C1C(C(C(CC1)(P(C1CCCCC1)C1CCCCC1)Cl)=C(C1=CC=CC=C1)C1=CC=CC=C1)Cl (1,3-bis(2,4,6-trimethylphenyl)-2-imidazolidinylidene)dichloro(phenylbenzylidene)(tricyclohexylphosphine) ruthenium